1-(5-tert-butyl-isoxazol-3-yl)-3-{4-[6-(2-methoxyl-ethoxyl)-benzimidazole-1-yl]-phenyl}-urea C(C)(C)(C)C1=CC(=NO1)NC(=O)NC1=CC=C(C=C1)N1C=NC2=C1C=C(C=C2)OCCOC